(7-((4-cyano-2-fluorobenzyl) oxy)-1,2,3,4-tetrahydronaphthalen-2-yl (amino) methyl)-1-(((S)-oxetan-2-yl) methyl)-1H-benzo[d]imidazole-6-carboxylate C(#N)C1=CC(=C(COC2=CC=C3CCC(CC3=C2)C(N)OC(=O)C=2C=CC3=C(N(C=N3)C[C@H]3OCC3)C2)C=C1)F